2,4,6-Tris[[1,1'-biphenyl]-3-yl]-1,3,5-triazine C1(=CC(=CC=C1)C1=NC(=NC(=N1)C=1C=C(C=CC1)C1=CC=CC=C1)C=1C=C(C=CC1)C1=CC=CC=C1)C1=CC=CC=C1